NC=1C(=NC(=CC1C(F)(F)F)Cl)C#N amino-6-chloro-4-(trifluoromethyl)pyridinenitrile